CN(CCC1=NN(C(C=C1)=O)[C@H](C(=O)OC)CC(C)C)C (S)-methyl 2-(3-(2-(dimethylamino) ethyl)-6-oxopyridazin-1(6H)-yl)-4-methylpentanoate